C(C)OC(C1=CC=C(C=C1)C1=NC(=C2C(=N1)N(N=C2)C2CCCCC2)NC(=O)C=2SC(=CC2)[N+](=O)[O-])=O 4-(1-Cyclohexyl-4-(5-nitrothiophene-2-carboxamido)-1H-pyrazolo[3,4-d]pyrimidin-6-yl)benzoic acid ethyl ester